5-Methylthianthrenium hexa-fluorophosphat F[P-](F)(F)(F)(F)F.C[S+]1C=2C=CC=CC2SC2=CC=CC=C12